(S)-1-(3-chlorophenyl)propane-1,3-diol ClC=1C=C(C=CC1)[C@H](CCO)O